FC(C1=C(C=CC(=C1)C(F)(F)F)C1=NC(=NO1)CNC(C1=C(C=CC=C1)C(F)(F)F)=O)(F)F N-((5-(2,4-bis(trifluoromethyl)phenyl)-1,2,4-oxadiazol-3-yl)methyl)-2-(trifluoromethyl)benzamide